(S)-5-((5-(4-bromo-2-methoxy-6-(thiomorpholin-2-ylmethoxy)phenyl)-1H-pyrazol-3-yl)amino)pyrazine-2-carbonitrile BrC1=CC(=C(C(=C1)OC[C@@H]1CNCCS1)C1=CC(=NN1)NC=1N=CC(=NC1)C#N)OC